2-oxo-N-(prop-2-yn-1-yl)-1-(pyridin-3-ylmethyl)indole-6-carboxamide O=C1N(C2=CC(=CC=C2C1)C(=O)NCC#C)CC=1C=NC=CC1